racemic-2-oxo-2-phenylethyl (3R,4S)-3-azido-4-[3-(4,4,5,5-tetramethyl-1,3,2-dioxaborolan-2-yl)propyl]pyrrolidine-3-carboxylate hydrochloride Cl.N(=[N+]=[N-])[C@]1(CNC[C@@H]1CCCB1OC(C(O1)(C)C)(C)C)C(=O)OCC(C1=CC=CC=C1)=O |r|